3-Chloro-4-(4-(2-(((3R,4S)-3-methyl-1-(methylsulfonyl)piperidin-4-yl)amino)-5-(trifluoromethyl)pyrimidin-4-yl)-1H-imidazol-1-yl)benzonitrile ClC=1C=C(C#N)C=CC1N1C=NC(=C1)C1=NC(=NC=C1C(F)(F)F)N[C@@H]1[C@@H](CN(CC1)S(=O)(=O)C)C